C[C@H]1N(CC[C@H](C1)O)C1=C2C(=NC(=C1)C1=CC=NN1C)C(=NN2CC(F)(F)F)C2=CC=NN2 (2R,4R)-2-methyl-1-(5-(1-methyl-1H-pyrazol-5-yl)-3-(1H-pyrazol-5-yl)-1-(2,2,2-Trifluoroethyl)-1H-pyrazolo[4,3-b]pyridin-7-yl)piperidin-4-ol